3-(5-((4-((1s,3s)-adamantane-1-carbonyl)piperazin-1-yl)methyl)-2-methyl-4-oxoquinazoline-3(4H)-yl)piperidine-2,6-dione C12(CC3CC(CC(C1)C3)C2)C(=O)N2CCN(CC2)CC2=C3C(N(C(=NC3=CC=C2)C)C2C(NC(CC2)=O)=O)=O